C(C)(C)(C)C1=C(C=2C(=NC=C(N2)C(=O)OC)O1)C Methyl 6-tert-butyl-7-methyl-furo[2,3-b]pyrazine-2-carboxylate